4-(7-bromo-2-chloro-6,8-difluoroquinazolin-4-yl)-6-methyl-1,4-oxazepan-6-ol BrC1=C(C=C2C(=NC(=NC2=C1F)Cl)N1CCOCC(C1)(O)C)F